BrC=1C=C2C3=C(C=NC2=CC1)C(C1=CC=CC=C1O3)=O 2-bromo-7H-chromeno[3,2-c]quinolin-7-one